N1=CC=CC2=CC=CC(=C12)[C@H](C)[NH-] (S)-N-(1-(quinolin-8-yl)ethyl)-amide